N-(3-chloro-2-methylphenyl)-6-{[(2,5-dichlorophenyl)carbonyl]amino}-2-[(2R)-tetrahydrofuran-2-yl]-1H-benzoimidazole-4-carboxamide ClC=1C(=C(C=CC1)NC(=O)C1=CC(=CC=2NC(=NC21)[C@@H]2OCCC2)NC(=O)C2=C(C=CC(=C2)Cl)Cl)C